4-(methylsulfonyl)-1-(benzenesulfonyl)-N-(prop-2-yn-1-yl)-1H-indol-7-amine CS(=O)(=O)C1=C2C=CN(C2=C(C=C1)NCC#C)S(=O)(=O)C1=CC=CC=C1